CC(C)C1=CC(=C(C=C1C2=CC=C(C=C2)O)C3=CC=C(C=C3)O)C(C)C bis(4-hydroxyphenyl)-1,3-diisopropylbenzene